4-bromo-3-isopropoxyaniline BrC1=C(C=C(N)C=C1)OC(C)C